benzyl 5-(6-chloropyridin-2-yl)-5,6-dihydropyrrolo[3,4-c]pyrazole-2(4H)-carboxylate ClC1=CC=CC(=N1)N1CC2=NN(C=C2C1)C(=O)OCC1=CC=CC=C1